C1(CC1)C=1C=C(C=CC1OC)C(C)N[S@@](=O)C(C)(C)C (S)-N-(1-(3-cyclopropyl-4-methoxyphenyl)ethyl)-2-methylpropane-2-sulfinamide